4-(2'-amino-5-(benzylcarbamoyl)-[2,3'-bipyridyl]-5'-yl)-N-benzyl-1H-pyrrolo[2,3-b]pyridine-2-carboxamide NC1=NC=C(C=C1C1=NC=C(C=C1)C(NCC1=CC=CC=C1)=O)C1=C2C(=NC=C1)NC(=C2)C(=O)NCC2=CC=CC=C2